2-(5,9-dimethyl-9H-carbazol-2-yl)-N-(3-fluorobenzyl)acetamide CC1=C2C=3C=CC(=CC3N(C2=CC=C1)C)CC(=O)NCC1=CC(=CC=C1)F